6-(4-(2-oxo-6-phenethyloctahydro-1,6-naphthyridin-1(2H)-yl)phenyl)hexanoic acid O=C1N(C2CCN(CC2CC1)CCC1=CC=CC=C1)C1=CC=C(C=C1)CCCCCC(=O)O